2-Methylisobutylketone CC(CC(=O)CC(C)(C)C)(C)C